C(C)(C)(C)OC(=O)N[C@H](C(=O)OC[C@H]1O[C@@]([C@@H]([C@@H]1OC(CC1CCCCC1)=O)O)(C#N)C1=CC=C2C(=NC=NN21)N)C(C)(C)C ((2R,3S,4R,5R)-5-(4-aminopyrrolo[2,1-f][1,2,4]triazin-7-yl)-5-cyano-3-(2-cyclohexylacetoxy)-4-hydroxytetrahydrofuran-2-yl)methyl (S)-2-((tert-butoxycarbonyl)amino)-3,3-dimethylbutanoate